The molecule is an organic bromide salt consisting of sepantronium cations and bromide anions. It has been found to selectively inhibit survivin (BIRC5) gene promoter activity and to down-regulate survivin in vitro, so leading to induction of apoptosis. It has a role as an antineoplastic agent, a survivin suppressant and an apoptosis inducer. It contains a sepantronium. CC1=[N+](C2=C(N1CCOC)C(=O)C3=CC=CC=C3C2=O)CC4=NC=CN=C4.[Br-]